CC=1C=C(SC1)CCO 2-(4-methylthiophene-2-yl)ethanol